FC1=CC(=C(C=C1)C1=CC(=CC=C1)C=1OC2=C(N1)C=C(C=C2C(F)(F)F)CN[C@H](COC)C)C2=NN=CN2C (S)-N-((2-(4'-Fluoro-2'-(4-methyl-4H-1,2,4-triazol-3-yl)-[1,1'-biphenyl]-3-yl)-7-(trifluoromethyl)benzo[d]oxazol-5-yl)methyl)-1-methoxypropan-2-amine